Trans-2-(2-chloro-5-(2,2-dichloro-3-(3,5-dichlorophenyl)cyclopropane-1-carboxamido)benzoyl)-1-methylhydrazine-1-carboxylic acid tert-butyl ester C(C)(C)(C)OC(=O)N(NC(C1=C(C=CC(=C1)NC(=O)[C@@H]1C([C@H]1C1=CC(=CC(=C1)Cl)Cl)(Cl)Cl)Cl)=O)C